Ethyl 2-(2,6-dimethyl-4-(4-((2-(trifluoromethyl) pyrimidin-5-yl) methyl) piperazin-1-yl) methylphenoxy)-2-methylpropionate CC1=C(OC(C(=O)OCC)(C)C)C(=CC(=C1)CN1CCN(CC1)CC=1C=NC(=NC1)C(F)(F)F)C